methyl oleate succinate C(CCC(=O)O)(=O)O.C(CCCCCCC\C=C/CCCCCCCC)(=O)OC